(2S)-3-((tert-butyldimethylsilyl)oxy)-2-(4-chloro-2-methoxybenzenesulfonamido)-3-(6-fluoro-2,3-dimethylphenyl)propionic acid [Si](C)(C)(C(C)(C)C)OC([C@@H](C(=O)O)NS(=O)(=O)C1=C(C=C(C=C1)Cl)OC)C1=C(C(=CC=C1F)C)C